CC(C(=O)O)OC1=CC=C(C=C1)Cl 2-(p-chlorophenoxy)propionic acid